3-amino-N-(4-fluoro-3-(trifluoromethyl)phenyl)-benzo[b]thiophene-2-carboxamide NC=1C2=C(SC1C(=O)NC1=CC(=C(C=C1)F)C(F)(F)F)C=CC=C2